2-(2-adamantyl)-N-(3,4-diaminophenyl)acetamide C12C(C3CC(CC(C1)C3)C2)CC(=O)NC2=CC(=C(C=C2)N)N